3-(5-(2-fluoro-5-phenoxyphenylcarbamoyl)-3-(trifluoromethyl)-1H-pyrazol-1-yl)phenylmethylcarbamic acid tert-butyl ester C(C)(C)(C)OC(NCC1=CC(=CC=C1)N1N=C(C=C1C(NC1=C(C=CC(=C1)OC1=CC=CC=C1)F)=O)C(F)(F)F)=O